NCC1(CN(C1)C1=NC=C(C=C1C#N)C1=NNC2=CC(=C(C=C12)O[C@H](C)C1=C(C=NC=C1Cl)Cl)OC)C [3-(aminomethyl)-3-methyl-azetidin-1-yl]-5-[5-[(1R)-1-(3,5-dichloro-4-pyridinyl)ethoxy]-6-methoxy-1H-indazol-3-yl]pyridine-3-carbonitrile